2-(((1R)-1-(2-cyano-3-(9,9-difluoro-3-azabicyclo[3.3.1]nonan-3-yl)-7-methylquinoxalin-5-yl)ethyl)amino)-benzoic acid C(#N)C1=NC2=CC(=CC(=C2N=C1N1CC2CCCC(C1)C2(F)F)[C@@H](C)NC2=C(C(=O)O)C=CC=C2)C